C(#N)C1=CNC2=C(C=CC(=C12)C)NS(=O)(=O)C=1C=NN(C1)CC(=O)NC 2-[4-[(3-Cyano-4-methyl-1H-indol-7-yl)sulfamoyl]pyrazol-1-yl]-N-methylacetamid